C(C)(C)(C)OC(=O)N1C[C@@H](CCC1)C (3R,4R)-1-(tert-butoxycarbonyl)-3-methylpiperidin